NC=1N=CC2=CC(=CC(=C2C1)C1=C(C=CC=C1C)F)O 3-amino-5-(2-fluoro-6-methyl-phenyl)isoquinolin-7-ol